4-AMINO-3-FORMYLPYRIDINE NC1=C(C=NC=C1)C=O